3-Bromo-6-methoxy-5-((E)-2-(trans-4-(trifluoromethyl)cyclohexyl)vinyl)picolinonitrile BrC=1C(=NC(=C(C1)\C=C\[C@@H]1CC[C@H](CC1)C(F)(F)F)OC)C#N